6-((4-((tert-butyldiphenylsilyl)oxy)butyl)amino)-9-(2-(((1R*,2R*)-2-((3-cyclohexyl-propanoyl)oxy)-cyclohexyl)thio)ethyl)-3-pentyltetradecyl 3-cyclohexylpropanoate C1(CCCCC1)CCC(=O)OCCC(CCC(CCC(CCCCC)CCS[C@H]1[C@@H](CCCC1)OC(CCC1CCCCC1)=O)NCCCCO[Si](C1=CC=CC=C1)(C1=CC=CC=C1)C(C)(C)C)CCCCC |o1:28,29|